C(C)OC1=CC=C(C=C1)S(=O)(=O)OC1=CC=C(C=C1)NC(=O)NC1=CC=C(C=C1)OS(=O)(=O)C1=CC=C(C=C1)OCC N,N'-di-[4-(p-ethoxybenzenesulfonyloxy)phenyl]urea